C(C)C(C/C(=C(/C(=O)[O-])\CC(CCCC)CC)/C(=O)[O-])CCCC Bis-(2-ethylhexyl)maleate